CC(C)(C)[S@@](=O)N[C@@H]1C2=CC(=CC=C2CC12CCNCC2)C#C[Si](C)(C)C (R)-2-methyl-N-((S)-5-((trimethylsilyl)ethynyl)-1,3-dihydrospiro[inden-2,4'-piperidin]-3-yl)propane-2-sulfinamide